rac-(3S)-5-[6-chloro-5-[[6-methyl-4-(methylamino)-2-pyridyl]amino]-2,3-dihydrofuro[3,2-b]pyridin-7-yl]-2,3,4,7-tetrahydro-1H-azepin-3-ol ClC=1C(=C2C(=NC1NC1=NC(=CC(=C1)NC)C)CCO2)C=2C[C@@H](CNCC2)O |r|